7-(4-amino-4-methylpiperidin-1-yl)-3-(4-chlorobenzyl)-3H-[1,2,3]triazolo[4,5-d]pyrimidin-5-amine NC1(CCN(CC1)C=1C2=C(N=C(N1)N)N(N=N2)CC2=CC=C(C=C2)Cl)C